NCC1=CC=C(C=C1)S(=O)(=O)NC 4-(aminomethyl)-N-methylbenzenesulfonamide